[N+](=O)([O-])C1=CC=C(C=2C1=NON2)SC2=[N+](C=CC=C2)[O-] 7-Nitro-4-(1-oxidopyridin-1-ium-2-yl)sulfanyl-2,1,3-benzoxadiazole